F[C@@H]1[C@@H]2CCC[C@H](C[C@H]1SC=1N=CC(=NC1)C=1C=C3C=CN=CC3=CC1O)N2 6-(5-(((1S,2R,3R,5R)-2-fluoro-9-azabicyclo[3.3.1]nonan-3-yl)thio)pyrazin-2-yl)isoquinolin-7-ol